7'-(4-hydroxybicyclo[2.2.1]heptan-1-yl)-2'-((6-methylbenzo[c][1,2,5]thiadiazol-5-yl)amino)spiro[cyclopropane-1,5'-pyrrolo[2,3-d]pyrimidin]-6'(7'H)-one OC12CCC(CC1)(C2)N2C(C1(C3=C2N=C(N=C3)NC3=CC=2C(=NSN2)C=C3C)CC1)=O